(2-((1-((tert-butylamino)methyl)cyclopropyl)methoxy)-4-(2-methylazepan-1-yl)-5,7-dihydro-6H-pyrrolo[3,4-d]pyrimidin-6-yl)(3-hydroxy-8-iodonaphthalen-1-yl)methanone C(C)(C)(C)NCC1(CC1)COC=1N=C(C2=C(N1)CN(C2)C(=O)C2=CC(=CC1=CC=CC(=C21)I)O)N2C(CCCCC2)C